ClC1=C(C2=C(C3=C(N=C(N(C3=O)CC3=CN=CO3)C3=C(C=C(C=C3)OC)C3CC3)S2)C=C1)O 7-chloro-2-(2-cyclopropyl-4-methoxyphenyl)-8-hydroxy-3-(oxazol-5-ylmethyl)benzo[4,5]thieno[2,3-d]pyrimidin-4(3H)-one